3-piperidino-1,2-propanediol N1(CCCCC1)CC(CO)O